FC(OC1=CC=C(C2=CC=CC=C12)B(O)O)F 1-(DIFLUOROMETHOXY)NAPHTHALENE-4-BORONIC ACID